C(=C)C(C(=O)[O-])C=C.[Cu+2].C(=C)C(C(=O)[O-])C=C copper divinylacetate